FC1=C(C=CC=C1)CCN1C(C2=CC=C(C=C2CC1)C=1SC=CC1)=O 2-(2-fluorophenylethyl)-6-(thiophen-2-yl)-3,4-dihydroisoquinolin-1(2H)-one